BrC1=C(C=CC=C1)C1=CC=NC2=CC(=CC=C12)O[C@@H](C(=O)N1C[C@H](CCC1)CC(=O)O)C 2-[(3R)-1-[(2R)-2-[[4-(2-bromophenyl)-7-quinolyl]oxy]propanoyl]-3-piperidyl]acetic acid